tert-butyl (6-(2-cyanopropan-2-yl)pyridin-3-yl)(4-(4-((1,1-dioxidotetrahydro-2H-thiopyran-4-yl)amino)-1-(2,2,2-trifluoroethyl)-1H-indol-2-yl)benzyl)carbamate C(#N)C(C)(C)C1=CC=C(C=N1)N(C(OC(C)(C)C)=O)CC1=CC=C(C=C1)C=1N(C2=CC=CC(=C2C1)NC1CCS(CC1)(=O)=O)CC(F)(F)F